ClC=1C(=NC(=NC1)NC1CCOCC1)C1=CC=C2CN(C(C2=C1)=O)CC(=O)NC(CO)C1=CC=C(C=C1)C 2-(6-{5-chloro-2-[(oxacyclohex-4-yl)amino]pyrimidin-4-yl}-1-oxo-2,3-dihydro-1H-isoindol-2-yl)-N-[2-hydroxy-1-(4-methylphenyl)ethyl]acetamide